N-(2-acetylphenyl)-formamide C(C)(=O)C1=C(C=CC=C1)NC=O